OC1=NC=2CC(CCC2C=C1C(=O)OC)(C)C methyl 2-hydroxy-7,7-dimethyl-5,6,7,8-tetrahydroquinoline-3-carboxylate